(R)-4-(4-((4'-chloro-4-((4-(4-(ethoxycarbonyl)piperidin-1-yl)phenyl)carbamoyl)-[1,1'-biphenyl]-2-yl)(hydroxy)methyl)piperidin-1-yl)benzoic acid ClC1=CC=C(C=C1)C1=C(C=C(C=C1)C(NC1=CC=C(C=C1)N1CCC(CC1)C(=O)OCC)=O)[C@@H](C1CCN(CC1)C1=CC=C(C(=O)O)C=C1)O